BrC1=CC=C(C=C1)N1N=NC(=C1N)C(=O)OCC 1-(4-bromophenyl)-4-ethoxycarbonyl-5-aminotriazole